(2S,3R,4R,5R)-4-[[4-Cyclopropyl-3-(3,4-Difluoro-2-methoxy-phenyl)-5-methyl-5-(trifluoromethyl)tetrahydrofuran-2-carbonyl]amino]pyridin-2-carboxamid C1(CC1)[C@@H]1[C@@H]([C@H](O[C@]1(C(F)(F)F)C)C(=O)NC1=CC(=NC=C1)C(=O)N)C1=C(C(=C(C=C1)F)F)OC